4-[(4R,10aS)-4-methyl-3,4,6,7,8,9,10,10a-octahydro-1H-pyrazino[1,2-d][1,4]diazepin-2-yl]-3-fluoro-pyrazolo[1,5-a]pyridine-7-carbonitrile C[C@@H]1CN(C[C@H]2N1CCNCC2)C=2C=1N(C(=CC2)C#N)N=CC1F